C(=O)(OC(C)(C)C)N(CCO)CC N-Boc-N-ethyl-glycinol